Thymidine 5'-monophosphate disodium salt hydrate O.[Na+].[Na+].P(=O)([O-])([O-])OC[C@@H]1[C@H](C[C@@H](O1)N1C(=O)NC(=O)C(C)=C1)O